NC(C#N)CC1=C(C2=C(C=C(S2)C=2C=CC3=C(N(C(O3)=O)C)C2)C=C1)F 2-amino-3-[7-fluoro-2-(3-methyl-2-oxo-1,3-benzoxazol-5-yl)-1-benzothiophen-6-yl]propanenitrile